3-((4,4-Bis(octyloxy)butanoyl)oxy)-2-((((1-(1,3-difluoropropan-2-yl)azetidin-3-yl)carbamoyl)oxy)methyl)propyl (9Z,12Z)-octadeca-9,12-dienoate C(CCCCCCC\C=C/C\C=C/CCCCC)(=O)OCC(COC(CCC(OCCCCCCCC)OCCCCCCCC)=O)COC(NC1CN(C1)C(CF)CF)=O